FC1=C(C=CC=C1OC)N1CC=2N=C(N=C(C2CC1)N1CC(N(CC1)C(C=C)=O)CC#N)OC[C@H]1N(CCC1)C 2-[4-[7-(2-fluoro-3-methoxy-phenyl)-2-[[(2S)-1-methylpyrrolidin-2-yl]methoxy]-6,8-dihydro-5H-pyrido[3,4-d]pyrimidin-4-yl]-1-prop-2-enoyl-piperazin-2-yl]acetonitrile